Dinatrium Hydrogen Phosphat P(=O)(O)([O-])[O-].[Na+].[Na+]